3-(4-Chloro-3-methylphenyl)-N-(4-methyl-3-(pyridin-4-yl)-1H-pyrazol-5-yl)propanamide ClC1=C(C=C(C=C1)CCC(=O)NC1=C(C(=NN1)C1=CC=NC=C1)C)C